6-morpholinoazaindole O1CCN(CC1)C1=CC=C2C=NNC2=C1